N-((S)-1-(((S)-4-hydroxy-3-oxo-1-((S)-2-oxopiperidin-3-yl)butan-2-yl)amino)-4-methyl-1-oxopentan-2-yl)-4-methoxy-1H-indole-2-carboxamide OCC([C@H](C[C@H]1C(NCCC1)=O)NC([C@H](CC(C)C)NC(=O)C=1NC2=CC=CC(=C2C1)OC)=O)=O